NCC=1C(=C(C=CC1)C=1C=CC2=C(C(=CO2)COC2=C(C=CC(=C2)OC)CC(=O)O)C1)F 2-(2-((5-(3-(aminomethyl)-2-fluorophenyl)benzofuran-3-yl)methoxy)-4-methoxyphenyl)acetic acid